N3-(4-(3-((dimethylamino)methyl)-6-fluoro-1H-indol-1-yl)pyrimidin-2-yl)-2-methoxy-6-morpholinopyridine-3,5-diamine CN(C)CC1=CN(C2=CC(=CC=C12)F)C1=NC(=NC=C1)NC=1C(=NC(=C(C1)N)N1CCOCC1)OC